FC(COC1=NC=CC(=C1)[C@@H](C(F)F)OC1=NN(C2=NN=C(C=C21)C=2C(NC(NC2)=O)=O)C)F 5-[3-[(1S)-1-[2-(2,2-difluoroethoxy)-4-pyridyl]-2,2-difluoro-ethoxy]-1-methyl-pyrazolo[3,4-c]pyridazin-5-yl]-1H-pyrimidine-2,4-dione